P(O)(=O)(OP(=O)(O)OP(=O)(O)O)OC[C@@H]1[C@H]([C@H]([C@@H](O1)N1C(=O)N=C(N)C=C1I)O)O 6-iodo-cytidine-triphosphate